N-((4-(2,4-difluorobenzyl)tetrahydro-2H-pyran-4-yl)methyl)-3-oxo-2,3-dihydroisoxazole-5-carboxamide FC1=C(CC2(CCOCC2)CNC(=O)C2=CC(NO2)=O)C=CC(=C1)F